7-fluoro-5-methoxy-1H-indazole FC=1C=C(C=C2C=NNC12)OC